FC(CC1=NC=CC=C1CN1CCN(CC1)C(=O)OC(C)(C)C)(F)F Tert-Butyl 4-[[2-(2,2,2-trifluoroethyl)pyridin-3-yl]methyl]piperazine-1-carboxylate